CN1N=CC(=C1)S(=O)(=O)N 1-methyl-1H-pyrazole-4-sulfonamide